4-((2S,5R)-4-(1-(4-Chloro-3-fluorophenyl)-2-methylpropyl)-2,5-dimethylpiperazin-1-yl)-2-methyl-1-(((S)-tetrahydrofuran-2-yl)methyl)-1H-[1,2,4]triazolo[3,4-b]purine ClC1=C(C=C(C=C1)C(C(C)C)N1C[C@@H](N(C[C@H]1C)C=1C=2N=C(N(C2N2C(N1)=NN=C2)C[C@H]2OCCC2)C)C)F